(1-((2-nitrophenyl)sulfonyl)piperidin-2-yl)methanol [N+](=O)([O-])C1=C(C=CC=C1)S(=O)(=O)N1C(CCCC1)CO